Cl.COC=1C=C2C(N(N=C(C2=CC1)C1=CC=C(CS(=O)(=O)N)C=C1)C)=O (4-(6-methoxy-3-methyl-4-oxo-3,4-dihydro-phthalazin-1-yl)benzyl)sulphonamide hydrochloride